3-aminopropyl-dimethylethoxysilane Bis(1-octyloxy-2,2,6,6-tetramethyl-4-piperidyl)sebacate C(CCCCCCC)ON1C(CC(CC1(C)C)OC(CCCCCCCCC(=O)OC1CC(N(C(C1)(C)C)OCCCCCCCC)(C)C)=O)(C)C.NCCC[Si](OCC)(C)C